C(C1=CN=CC=C1)C(C(=O)O)CCN nicotinyl-γ-aminobutyric acid